5-(4-methylpiperazin-1-yl)-5,6,7,8-tetrahydronaphthalene-2-formamide CN1CCN(CC1)C1C=2C=CC(=CC2CCC1)C(=O)N